7-bromo-6-fluorobenzo[b]thiophene-2-carboxylic acid BrC1=C(C=CC2=C1SC(=C2)C(=O)O)F